ClCC1=CC=C(C=C1)S(=O)(=N)C 1-(chloro-methyl)-4-(S-methylsulfonimidoyl)benzene